1,4-Diethylpyridinium methansulfonat CS(=O)(=O)[O-].C(C)[N+]1=CC=C(C=C1)CC